1-(6-o-methylbenzoyl-9-ethylcarbazol-3-yl)-(3-cyclopentylacetone)-1-oxime cyclohexanoate C1(CCCCC1)C(=O)O.CC1=C(C(C=2C=C3C=4C=C(C=CC4N(C3=CC2)CC)CC(=O)CC2CCCC2)=NO)C=CC=C1